[(2R,6R)-4-cyclohexyl-2-(hydroxymethyl)-6-(5-methyl-2,4-dioxo-pyrimidin-1-yl)-morpholin-2-yl]methyl benzoate C(C1=CC=CC=C1)(=O)OC[C@@]1(CN(C[C@@H](O1)N1C(NC(C(=C1)C)=O)=O)C1CCCCC1)CO